CC1=CC(=NC=C1C)Br 4,5-dimethyl-o-bromopyridine